ClC1=CC=C(OC2=CC=C(OC3=NC=NC4=CC=C5C(=C34)OCCN5C(C=C)=O)C=C2)C=C1 1-(10-(4-(4-chlorophenoxy)phenoxy)-2,3-dihydro-4H-[1,4]oxazino[2,3-f]quinazolin-4-yl)prop-2-en-1-one